2-[(3-bromo-6-chloro-4-quinolyl)amino]benzoic acid BrC=1C=NC2=CC=C(C=C2C1NC1=C(C(=O)O)C=CC=C1)Cl